ClC1=NC=C(C(=N1)OCC1=CC(=C(C=C1)C=1N(C=C(N1)C(F)(F)F)C1CC1)F)OC 2-Chloro-4-[[4-[1-cyclopropyl-4-(trifluoromethyl)imidazol-2-yl]-3-fluoro-phenyl]methoxy]-5-methoxy-pyrimidine